4-(cyclopropylamino)-N-(2,6-dimethylphenyl)-2-((3-(4-methylpiperazin-1-yl)phenyl)amino)pyrimidine-5-carboxamide C1(CC1)NC1=NC(=NC=C1C(=O)NC1=C(C=CC=C1C)C)NC1=CC(=CC=C1)N1CCN(CC1)C